FC=1C=C(C=CC1F)N(C(=O)[C@H]1N(C(C=C1)=O)C1=NC=CC(=C1)C#N)[C@]1(CCC2=CC=CC=C12)C(NC1CC(C1)(F)F)=O (S)-N-(3,4-difluorophenyl)-1-(4-cyanopyridin-2-yl)-N-((S)-1-((3,3-difluorocyclobutyl)carbamoyl)-2,3-dihydro-1H-inden-1-yl)-5-oxopyrrole-2-carboxamide